ClC1=CC(=CC(=N1)N1[C@@H](COCC1)C)C(C)(C)S(=O)(=O)C (R)-4-(6-chloro-4-(2-(methylsulfonyl)propan-2-yl)pyridin-2-yl)-3-methylmorpholine